C1=CC(=CC2=C1C1=C(O2)C=C2C=CC=CC2=C1)N naphtho[2,3-b]benzofuran-3-amine